[N+](=O)([O-])C1=C(CS(=O)(=O)[O-])C=CC(=C1)[N+](=O)[O-] 2,4-dinitrotoluenesulfonate